methyl 6-(difluoromethoxy)-5-fluoropicolinate FC(OC1=C(C=CC(=N1)C(=O)OC)F)F